N-[(2-amino-3-fluoroquinolin-7-yl)methyl]-N-(4,4-difluoro-1,1-dioxo-3,4-dihydro-2H-1λ6-benzothiopyran-8-yl)-2-(propan-2-yloxy)acetamide NC1=NC2=CC(=CC=C2C=C1F)CN(C(COC(C)C)=O)C1=CC=CC=2C(CCS(C21)(=O)=O)(F)F